C(C=C)(=O)N[C@H]1C(O)O[C@@H]([C@H]([C@@H]1O)O)CO N-Acryloyl-Glucosamine